C(C1=CC=CC=C1)C=1N(C=2C(=C3CC[C@@H](NC3=CC2)C)N1)C1CC2(CN(C2)C)C1 (7S)-2-Benzyl-7-methyl-3-{2-methyl-2-azaspiro[3.3]heptan-6-yl}-3H,6H,7H,8H,9H-imidazo[4,5-f]chinolin